silver indium gallium sulphide [Ga]=S.[In].[Ag]